1,3,5-tris(3,1-benzoOxazin-4-on-2-yl)naphthalene N1=C(OC(C2=C1C=CC=C2)=O)C2=CC(=CC1=C(C=CC=C21)C2=NC1=C(C(O2)=O)C=CC=C1)C1=NC2=C(C(O1)=O)C=CC=C2